COC1=CC=C(C=C1)COC1=CC=2N(N=C1C)C=CN2 7-[(4-methoxyphenyl)methoxy]-6-methyl-imidazo[1,2-b]pyridazine